ClC=1C(=C(C(=CC1)N1N=NN=C1)C1=CC(N2[C@@H](CC[C@@H]2C1)C=1NC(=C(N1)[2H])C1=C(C(=NC=C1)CO)F)=O)F (3S,8aR)-7-(3-chloro-2-fluoro-6-(1H-tetrazol-1-yl)phenyl)-3-(5-(3-fluoro-2-(hydroxymethyl)pyridin-4-yl)-1H-imidazol-2-yl-4-d)-2,3,8,8a-tetrahydroindolizin-5(1H)-one